4-(1-(3-(2,4-diaminopyrimidin-5-yl)prop-2-yn-1-yl)indolin-5-yl)benzoic acid NC1=NC=C(C(=N1)N)C#CCN1CCC2=CC(=CC=C12)C1=CC=C(C(=O)O)C=C1